C(C)OC(CN1N=C(N2C(C1=O)=CC1=C2C=C(S1)F)C(C)(C)O)=O 2-(2-fluoro-5-(2-hydroxy-prop-2-yl)-8-oxothieno[2',3':4,5]Pyrrolo[1,2-d][1,2,4]Triazin-7(8H)-yl)acetic acid ethyl ester